FC(C(=O)O)(F)F.NCC(CC=1N(C(NN1)=O)CC=1SC=C(C1)C1=CC=C(C=C1)C=1C=NN(C1)CC)=C(F)F [2-(aminomethyl)-3,3-difluoro-allyl]-4-[[4-[4-(1-ethylpyrazol-4-yl)phenyl]-2-thienyl]methyl]-1,2,4-triazol-3-one trifluoroacetate salt